ClC1=C(C(=C(C=C1C(F)(F)F)C1=NN(C2=C1C=NC(=C2)Cl)C)F)O 2-Chloro-5-(6-chloro-1-methyl-1H-pyrazolo[4,3-c]pyridin-3-yl)-6-fluoro-3-(trifluoromethyl)phenol